C(C)(=O)N1C2(CC2)CN(CC1)C1=NC(=NC=C1F)NC1=CC=C(C=C1)S(=O)(=O)N 4-[(4-{4-acetyl-4,7-diazaspiro[2.5]octan-7-yl}-5-fluoropyrimidin-2-yl)amino]benzenesulfonamide